10-bromo-3-decenyloxyhexyloxymethyl ether BrCCCCCCCCC=COC(CCOCOCOCCC(CCC)OC=CCCCCCCCCBr)CCC